2-((2-ethylbutyl)amino)-3-(1H-indol-3-yl)-N-(2-(piperidin-1-yl)ethyl)propylamine C(C)C(CNC(CNCCN1CCCCC1)CC1=CNC2=CC=CC=C12)CC